O=C1N(CCC(N1)=O)C1=CC=C(C(=O)NCCCCNC(OC(C)(C)C)=O)C=C1 tert-butyl (4-(4-(2,4-dioxotetrahydropyrimidin-1(2H)-yl)benzamido)butyl)carbamate